(S)-2-((S)-3,3-Difluorocyclopentyl)-N-(3-(methoxymethyl)isoxazol-5-yl)-2-(4-(2-methyl-2H-tetrazol-5-yl)phenyl)acetamide FC1(C[C@H](CC1)[C@H](C(=O)NC1=CC(=NO1)COC)C1=CC=C(C=C1)C=1N=NN(N1)C)F